3,4-dimethoxybenzonitrile COC=1C=C(C#N)C=CC1OC